O1COC2=C1C=CC(=C2)C=2N=C1N(C(C2)=O)C=C(C=C1)N1CCN(CC1)C 2-(1,3-benzodioxol-5-yl)-7-(4-methylpiperazin-1-yl)-4H-pyrido[1,2-a]pyrimidin-4-one